ClC=1C=C2C=C(N(C2=CC1)C)C(=O)N1CCC(CC1)C(=O)C=1OC=CN1 (5-Chloro-1-methyl-1H-indol-2-yl)(4-(oxazole-2-carbonyl)piperidin-1-yl)methanone